1H-1,3-benzodiazol-4-ylmethanol N1C=NC2=C1C=CC=C2CO